C(C)C=1C=C(C=C(C1O)CC)/C=C/C(=O)C1=CC=C(C=C1)SC (E)-3-(3,5-diethyl-4-hydroxyphenyl)-1-(4-(methylthio)phenyl)prop-2-en-1-one